N1=CC=CC2=CC(=CC=C12)C[C@H](N)C(=O)O 3-(6-quinolyl)-alanine